C(C)(C)(C)C=1C=C(CCC(=O)N)C=C(C1O)C(C)(C)C 3,5-di-tert-butyl-4-hydroxy-dihydrocinnamamide